methyl 2-ethyl-5-hydroxybenzofuran-3-carboxylate C(C)C=1OC2=C(C1C(=O)OC)C=C(C=C2)O